ClC1=NC(=CC(=C1CCC(=O)O)C1=C(C=C(C=C1)F)F)Cl 3-(2,6-dichloro-4-(2,4-difluorophenyl)pyridin-3-yl)propanoic acid